(S)-N-(3-(3,4-dihydroisoquinolin-2(1H)-yl)-2-hydroxypropyl)-6-((2-oxo-2-((2-(piperazin-1-yl)ethyl)amino)ethyl)amino)pyrimidine-4-carboxamide C1N(CCC2=CC=CC=C12)C[C@H](CNC(=O)C1=NC=NC(=C1)NCC(NCCN1CCNCC1)=O)O